diethoxy-dimethylsilane C(C)O[Si](C)(C)OCC